ClC=1C=C(C=C(C1)OC)OC 5-chloro-1,3-dimethoxybenzene